BrC=1C(=NC(=NC1)NC1=C(C=C(C(=C1)C=1C=NN(C1)C)N1CCC(CC1)N1CCOCC1)OC)P(C)C (5-bromo-2-((2-methoxy-5-(1-methyl-1H-pyrazol-4-yl)-4-(4-morpholinopiperidin-1-yl)phenyl)amino)pyrimidin-4-yl)dimethylphosphine